N1[C@@H](CCCC1)CCC (R)-3-(piperidin-2-yl)propan